C(CCCCCC)(=O)[O-] enanthoate